1,6-difluorononane FCCCCCC(CCC)F